C1(CCCC1)[C@@H](C(=O)N([C@@H](CC(=O)O)C(=O)N(C)C)C)N(C)C([C@H](C)NC(=O)OCC1C2=CC=CC=C2C=2C=CC=CC12)=O (3S)-3-[[(2S)-2-cyclopentyl-2-[[(2S)-2-(9H-fluoren-9-ylmethoxycarbonylamino)propanoyl]-methylamino]acetyl]-Methylamino]-4-(dimethylamino)-4-oxobutanoic acid